FC(C=1C=C2C(=NN(C2=CC1)CC1=CC=C(C=C1)C(F)(F)F)NC(=O)C1=COC=C1)(F)F N-(5-(trifluoromethyl)-1-(4-(trifluoromethyl)benzyl)-1H-indazol-3-yl)furan-3-carboxamide